2,4-diaminothieno[2,3-d]pyrimidine NC=1N=C(C2=C(N1)SC=C2)N